FC1(CCC1)C(=O)N1C[C@H]([C@H](CC1)NS(=O)(=O)F)COC1CCC(CC1)C1=CC(=CC=C1)F ((3R,4S)-1-(1-fluorocyclobutane-1-carbonyl)-3-((((1s,4S)-4-(3-fluorophenyl)cyclohexyl)oxy)methyl)piperidin-4-yl)sulfamoyl fluoride